CC1=C(C(=CC=C1)C)OCC2=CC(=NO2)C(=O)N3CCC(CC3)C4=CC=NC=C4 The molecule is an N-acylpiperidine obtained by formal condensation of the carboxy group of 5-[(2,6-dimethylphenoxy)methyl]-1,2-oxazole-3-carboxylic acid with the secondary amino group of 4-(pyridin-4-yl)piperidine. It has a role as a P450 inhibitor. It is a member of pyridines, a N-acylpiperidine, a member of isoxazoles, an aromatic ether and an aromatic amide.